ClC=1C=2N(C=CC1)C=C(N2)C(=O)O 8-chloroimidazo[1,2-a]pyridine-2-carboxylic acid